N1=CC(=CC=C1)C#CC=1C=C(OC2=C(N=NN2)C(=O)O)C=CC1 5-(3-(2-(pyridin-3-yl)ethynyl)phenoxy)-1H-1,2,3-triazole-4-carboxylic acid